BrC=CC=1C(NC(N([C@H]2C[C@H](O)[C@@H](CO)O2)C1)=O)=O L-5-(bromovinyl)deoxyuridine